1-(5-(1-cyclopropyl-6-fluoro-1H-benzo[d]imidazol-2-yl)pyridazin-3-yl)-2,2,2-trifluoroethan-1-ol C1(CC1)N1C(=NC2=C1C=C(C=C2)F)C=2C=C(N=NC2)C(C(F)(F)F)O